ethyl-3-butylimidazole tosylate S(=O)(=O)(O)C1=CC=C(C)C=C1.C(C)C1=NC=CN1CCCC